6-vinyl-1,7-naphthyridin-2-amine C(=C)C=1C=C2C=CC(=NC2=CN1)N